4-fluoro-5-[(2-methoxy-2-oxoethyl)(trifluoroacetyl)amino]-2,3-dihydro-1H-indole-1-carboxylic acid tert-butyl ester C(C)(C)(C)OC(=O)N1CCC2=C(C(=CC=C12)N(C(C(F)(F)F)=O)CC(=O)OC)F